N-(4-chloro-2-fluoro-phenyl)-6-(7,8-dimethyl-[1,2,4]triazolo[4,3-b]pyridazin-6-yl)-7,8-dihydro-5H-1,6-naphthyridin-3-amine ClC1=CC(=C(C=C1)NC=1C=NC=2CCN(CC2C1)C=1C(=C(C=2N(N1)C=NN2)C)C)F